CC1=C(C=CC=C1)C1=NN2C(=NC=3C=CC=CC3C2=N1)N[C@@H]1C(NCCC1)=O (3S)-3-{[2-(2-methylphenyl)[1,2,4]triazolo[1,5-c]quinazolin-5-yl]amino}piperidin-2-one